tert-butyl 6-methoxy-4-(2-methoxy-2-oxo-ethyl)-2,3-dihydroquinoxaline-1-carboxylate COC=1C=C2N(CCN(C2=CC1)C(=O)OC(C)(C)C)CC(=O)OC